N5-((1r,4S)-4-Hydroxycyclohexyl)-N3-methyl-1-((S)-1-phenylethyl)-1H-pyrazol-3,5-dicarboxamid OC1CCC(CC1)NC(=O)C1=CC(=NN1[C@@H](C)C1=CC=CC=C1)C(=O)NC